Cl.NC1C(N(C(C(C1)C1=CC=CC=C1)C)CCO)=O 3-amino-1-(2-hydroxyethyl)-6-methyl-5-phenyl-piperidin-2-one hydrochloride